COC1=C(C=C(C=O)C=C1)OC(F)(F)F 4-methoxy-3-(trifluoromethoxy)benzaldehyde